COC=1C=C2CCN3C(C2=CC1C1=NN(C=C1)C)=C(C=C3C(=O)O)CC(F)(F)F 8-methoxy-9-(1-methylpyrazol-3-yl)-1-(2,2,2-trifluoroethyl)-5,6-dihydropyrrolo[2,1-a]isoquinoline-3-carboxylic acid